ethyl 1-((2-(trimethylsilyl)ethoxy)methyl)-7-vinyl-1H-indole-2-carboxylate C[Si](CCOCN1C(=CC2=CC=CC(=C12)C=C)C(=O)OCC)(C)C